N-(4-((4-(3,5-Dichlorophenyl)piperazin-1-yl)sulfonyl)-2-methoxyphenyl)-2-(N-methylmethylsulfonamido)benzamide ClC=1C=C(C=C(C1)Cl)N1CCN(CC1)S(=O)(=O)C1=CC(=C(C=C1)NC(C1=C(C=CC=C1)N(S(=O)(=O)C)C)=O)OC